1-(2-propenyl)-aziridine C(C=C)N1CC1